1-(6-((2-amino-3-chloropyridin-4-yl)thio)pyrido[2,3-b]pyrazin-2-yl)-4-methylazepan-4-amine NC1=NC=CC(=C1Cl)SC=1C=CC=2C(=NC=C(N2)N2CCC(CCC2)(N)C)N1